O=C1NC(CCC1NC1=CC=C(C=C1)N1CCC(CC1)(O)CC(=O)O)=O 2-[1-[4-[(2,6-dioxo-3-piperidinyl)amino]phenyl]-4-hydroxy-4-piperidinyl]acetic acid